(2S)-2-[2-[(2S)-2-amino-3-(3-hydroxy-4-phosphonooxyphenyl)propanoyl]hydrazinyl]-3-(3-hydroxy-4-phosphonooxyphenyl)-2-methylpropanoic acid N[C@H](C(=O)NN[C@](C(=O)O)(CC1=CC(=C(C=C1)OP(=O)(O)O)O)C)CC1=CC(=C(C=C1)OP(=O)(O)O)O